C1(CCCCC1)OC([C@@H](NP(=O)(OC1=CC=C(C=C1)[N+](=O)[O-])OC1=CC=CC2=CC=CC=C12)C)=O ((Naphthalen-1-yloxy)(4-nitrophenoxy)phosphoryl)-L-alanine cyclohexyl ester